(4-(3-(aminomethyl)phenyl)piperidin-1-yl)(7-hydroxy-6-(hydroxymethyl)naphthalen-1-yl)methanone NCC=1C=C(C=CC1)C1CCN(CC1)C(=O)C1=CC=CC2=CC(=C(C=C12)O)CO